N-[2-amino-5-(4-methyl-2-thienyl)phenyl]-4-(methylsulfonyl)benzamide NC1=C(C=C(C=C1)C=1SC=C(C1)C)NC(C1=CC=C(C=C1)S(=O)(=O)C)=O